FC(C1=C(C=2N(C=CC2S1)CC1=CC=C(C=C1)C(F)(F)F)C(=O)NC1(CC1)C1=CC=C(C(=O)O)C=C1)(F)F 4-(1-(2-(trifluoromethyl)-4-(4-(trifluoromethyl)benzyl)-4H-thieno[3,2-b]pyrrole-3-carboxamido)cyclopropyl)benzoic acid